FC1=C(C=C(C(=C1)F)C)C1=CN=C(C=2N1C=CN2)NC=2C=NN(C2)[C@@H]2CC[C@H](CC2)CCO 2-((trans)-4-(4-((5-(2,4-difluoro-5-methylphenyl)imidazo[1,2-a]pyrazin-8-yl)amino)-1H-pyrazol-1-yl)cyclohexyl)ethan-1-ol